CC(C)N(C(C)C)P(OCCC#N)OCCC#N 3-({[bis(propan-2-yl)amino](2-cyanoethoxy)phosphanyl}oxy)propanenitrile